3-methylpyrazol CC1=NNC=C1